C(C)C1=C(C(NN=C1C)=O)C(F)(F)F 5-ethyl-6-methyl-4-(trifluoromethyl)pyridazin-3(2H)-one